tert-butyl 3-(6-(5-chloropyrazolo[1,5-a]pyridin-3-yl)pyridin-2-yl)-3,6-diazabicyclo[3.1.1]heptane-6-carboxylate ClC1=CC=2N(C=C1)N=CC2C2=CC=CC(=N2)N2CC1N(C(C2)C1)C(=O)OC(C)(C)C